pyrimidine pentanitrogen [N].[N].[N].[N].[N].N1=CN=CC=C1